ClC1=CC=C(C=C1)N1N=C(C=C1)OCC1=C(C=CC(=C1)C(C(F)(F)F)(C(F)(F)F)F)N(C(OC)=O)C methyl N-(2-(((1-(4-chlorophenyl)-1H-pyrazol-3-yl) oxy) methyl)-4-(heptafluoroisopropyl) phenyl)-N-methylcarbamate